phenyl-naphthalene C1(=CC=CC=C1)C1=CC=CC2=CC=CC=C12